(4-(5-((4-amino-2-(heptan-4-ylamino)imidazo[2,1-f][1,2,4]triazin-7-yl)methyl)-3-methylpyridin-2-yl)piperazin-1-yl)-2-(methylamino)ethan-1-one NC1=NC(=NN2C1=NC=C2CC=2C=C(C(=NC2)N2CCN(CC2)C(CNC)=O)C)NC(CCC)CCC